Cl.CC12C(NCC2C1)C(=O)N Methyl-3-azabicyclo[3.1.0]hexane-2-carboxamide hydrochloride